5-cyclopentylpyrazolid-3-one C1(CCCC1)C1CC(NN1)=O